N-(2-aminoethyl)-4-(4-(bis(4-(dimethylamino)phenyl)methyl)phenoxy)-butanamide NCCNC(CCCOC1=CC=C(C=C1)C(C1=CC=C(C=C1)N(C)C)C1=CC=C(C=C1)N(C)C)=O